FC=1C=C(C=CC1[N+](=O)[O-])NC1CCN(CC1)C N-(3-fluoro-4-nitrophenyl)-1-methylpiperidine-4-amine